2-methyl-5-((2-(trifluoromethyl)pyridin-3-yl)methoxy)-2H-indazole-3-carboxylic acid CN1N=C2C=CC(=CC2=C1C(=O)O)OCC=1C(=NC=CC1)C(F)(F)F